Cl.CN(CCCN=C=NCC)C (3-Dimethylaminopropyl)-N-ethylcarbodiimide hydrochloride